(6-Chlorobenzothiazol-2-yl)cyclopentan-1-ol ClC1=CC2=C(N=C(S2)C2(CCCC2)O)C=C1